(8R,9S,10R)-N-(4-methoxyphenyl)-10-(morpholinomethyl)-9-(4-(phenylethynyl)phenyl)-1,6-diazabicyclo[6.2.0]decane-6-carboxamide COC1=CC=C(C=C1)NC(=O)N1CCCCN2[C@H]([C@@H]([C@@H]2C1)C1=CC=C(C=C1)C#CC1=CC=CC=C1)CN1CCOCC1